bis-(1,5-cyclooctadiene) Nickel [Ni].C1=CCCC=CCC1.C1=CCCC=CCC1